(R)-N-(2-ethoxy-4-(4-(4-methylpiperazin-1-yl)piperidin-1-yl)phenyl)-6-(3-phenylisoxazolidine-2-yl)pyrimidin-4-amine C(C)OC1=C(C=CC(=C1)N1CCC(CC1)N1CCN(CC1)C)NC1=NC=NC(=C1)N1OCC[C@@H]1C1=CC=CC=C1